[Cl-].OCC[N+](C)(CCO)CCO tris(2-hydroxyethyl)methylammonium chloride